C(C)(C)(C)OC(=O)N1[C@H](C=2C(CC1)=NN(C2N2C(NC=C2)=C=O)C2=CC(=C(C(=C2)C)C2(CC2)F)C)C (S)-2-(4-(1-fluorocyclopropyl)-3,5-dimethylphenyl)-4-methyl-3-(2-carbonyl-2,3-dihydro-1H-imidazol-1-yl)-2,4,6,7-tetrahydro-5H-pyrazolo[4,3-c]pyridine-5-carboxylic acid tert-butyl ester